COC(=O)C1(CCC1)NCC1=C(C(=C(C=C1OCC(F)(F)F)O)Cl)F 1-((3-chloro-2-fluoro-4-hydroxy-6-(2,2,2-trifluoroethoxy)benzyl)amino)cyclobutanecarboxylic acid methyl ester